ethyl 6-((1,6-naphthyridin-2-yl) carbamoyl)-7-(3-fluoro-4-(trifluoromethyl) phenyl)-5-methyl-4,7-dihydropyrazolo[1,5-a]pyrimidine-2-carboxylate N1=C(C=CC2=CN=CC=C12)NC(=O)C1=C(NC=2N(C1C1=CC(=C(C=C1)C(F)(F)F)F)N=C(C2)C(=O)OCC)C